((2S,3R,4R)-4-(3,4-Dimethoxybenzyl)-2-(3,4-dimethoxyphenyl)tetrahydrofuran-3-yl)methyl-2-ethylbutanoate COC=1C=C(C[C@@H]2[C@@H]([C@H](OC2)C2=CC(=C(C=C2)OC)OC)COC(C(CC)CC)=O)C=CC1OC